4-(3-bromophenyl)-5-fluoro-thiazol-2-amine BrC=1C=C(C=CC1)C=1N=C(SC1F)N